BrC1=CN2C(S1)=C(C=N2)C(=O)NC=2C(=NC=C(C2)C(NC2CN(C2)C(C)(C)C)=O)C 2-bromo-N-(5-((1-(tert-butyl)azetidin-3-yl)carbamoyl)-2-methylpyridin-3-yl)pyrazolo[5,1-b]thiazole-7-carboxamide